BrC1=C(C=C(C=C1)OC)CCO 2-(2-bromo-5-methoxyphenyl)ethanol